CN(CCCCOC(C(CO)O)C(CO)O)C 3-[4-(dimethylamino)butoxy]pentane-1,2,4,5-tetraol